5-(3-(difluoromethyl)imidazo[1,2-b]pyridazin-6-yl)-N-(pyridin-4-yl)-7H-pyrrolo[2,3-d]pyrimidin-2-amine FC(C1=CN=C2N1N=C(C=C2)C2=CNC=1N=C(N=CC12)NC1=CC=NC=C1)F